C(C)(C)(C)N1N=NC(=C1)C(=O)NCC1=C(C=C(C=C1)C1=NC=NC=C1N1CCN(CC1)C(=O)OC(C)(C)C)C tert-butyl 4-(4-(4-((1-(tert-butyl)-1H-1,2,3-triazole-4-carboxamido)methyl)-3-methylphenyl)pyrimidin-5-yl)piperazine-1-carboxylate